N1(N=CN=C1)C1=CC=C(C=C1)SC1=CC2=C(NC(=N2)NC(OC)=O)C=C1 methyl (5-((4-(1H-1,2,4-triazol-1-yl)phenyl)thio)-1H-benzo[d]imidazol-2-yl)carbamate